C(C1=CC=CC=C1)N1CC=2CN(C=3N(C2CC1)C=CC3)CC3=CC=C(C=C3)C(F)(F)F 3-benzyl-6-(4-trifluoromethylbenzyl)-1,2,3,4-tetrahydropyrido[3,4-e]pyrrolo[1,2-a]pyrimidine